2,6-dibutyl-4-methylphenoxy-neodymium C(CCC)C1=C(O[Nd])C(=CC(=C1)C)CCCC